O1CCN(CC1)C=O morpholinomethanone